(R)-2-fluoro-N-(6-(3-hydroxyphenyl)isoquinolin-1-yl)-4-(1-methyl-1H-1,2,3-triazol-4-yl)-N-(piperidin-3-yl)benzamide FC1=C(C(=O)N([C@H]2CNCCC2)C2=NC=CC3=CC(=CC=C23)C2=CC(=CC=C2)O)C=CC(=C1)C=1N=NN(C1)C